C(C)(C)(C)OC(=O)N1OCCC1C=1C=NC=C(C1)F 3-(5-fluoro-3-pyridinyl)isoxazolidine-2-carboxylic acid tert-butyl ester